2-ethylhexanoic acid anion C(C)C(C(=O)[O-])CCCC